CN(C1=CC=C(C=C1)C(COC1=C(C#N)C(=CC(=N1)C)C)=O)C (2-(4-(dimethylamino)phenyl)-2-oxoethoxy)-4,6-dimethylnicotinonitrile